5-(2-chlorophenyl)-N-[4-(difluoromethoxy)-2,5-difluorophenyl]-1H-pyrrole-3-sulfonamide ClC1=C(C=CC=C1)C1=CC(=CN1)S(=O)(=O)NC1=C(C=C(C(=C1)F)OC(F)F)F